C(C)OC(=O)N1C(C2=CC=CC(=C2C1=O)[N+](=O)[O-])=O 4-nitro-1,3-dioxoisoindoline-2-carboxylic acid ethyl ester